N[C@@H]1C(CN(CC1)C(=O)OC(C)(C)C)(F)F tert-butyl (4S)-4-amino-3,3-difluoropiperidine-1-carboxylate